ClC=1C=C(C(=C(C1)C1=NC=NN2C1=CC(=C2)CN2C(C1C(C1C2=O)(C)C)=O)CN2[C@H](CNC[C@@H]2C)C)C 3-((4-(5-chloro-2-(((2S,6S)-2,6-dimethylpiperazin-1-yl)methyl)-3-methylphenyl)pyrrolo[2,1-f][1,2,4]triazin-6-yl)methyl)-6,6-dimethyl-3-azabicyclo[3.1.0]hexane-2,4-dione